C(C)OC1=NC=C(C=C1NS(=O)(=O)C1=C(C=CC=C1)F)C=1C=CC=2N=CN=C(C2N1)N1CCN(CC1)C(\C=C\C(C)=O)=O (E)-N-(2-ethoxy-5-(4-(4-(4-oxopent-2-enoyl)piperazin-1-yl)pyrido[3,2-d]pyrimidin-6-yl)pyridin-3-yl)-2-fluorobenzenesulfonamide